C(C)(C)NC1=NC(=NC(=N1)NC(C)C)SC 4,6-bisisopropylamino-2-methylthio-1,3,5-triazine